2,3-diethyl-5,6-dimethylpyrazine C(C)C1=NC(=C(N=C1CC)C)C